9-(4-naphthalene-2-yl-phenyl)-3,6-di-quinoline-3-yl-9H-carbazole C1=C(C=CC2=CC=CC=C12)C1=CC=C(C=C1)N1C2=CC=C(C=C2C=2C=C(C=CC12)C=1C=NC2=CC=CC=C2C1)C=1C=NC2=CC=CC=C2C1